ClC1=CC=C(C(=N1)OC)CC#N 2-(6-chloro-2-methoxypyridin-3-yl)acetonitrile